(R)-1-(1-acryloylpiperidin-3-yl)-7-ethoxy-3-(4-(2-fluoro-3-methoxyphenoxy)phenyl)-1H-imidazo[4,5-c]pyridin-2(3H)-one C(C=C)(=O)N1C[C@@H](CCC1)N1C(N(C=2C=NC=C(C21)OCC)C2=CC=C(C=C2)OC2=C(C(=CC=C2)OC)F)=O